3-(4-(2-(2,6-dimethylpyridin-4-yl)-3-isopropyl-1H-indol-5-yl)piperidin-1-yl)propionitrile CC1=NC(=CC(=C1)C=1NC2=CC=C(C=C2C1C(C)C)C1CCN(CC1)CCC#N)C